N-{(2S,3R)-1-(cyclobutanecarbonyl)-4,4-difluoro-2-[(3'-fluoro[1,1'-biphenyl]-3-yl)methyl]pyrrolidin-3-yl}methanesulfonamide pyrroline-2-carboxylate N1C(=CCC1)C(=O)O.C1(CCC1)C(=O)N1[C@H]([C@H](C(C1)(F)F)NS(=O)(=O)C)CC=1C=C(C=CC1)C1=CC(=CC=C1)F